N1CC(C1)CN1CCN(CC1)C1=CC=C(C=C1)C1(N=CC=2C(=N1)N(NC2NC2=C(C=CC=C2C)C)C)N 6-(4-(4-(azetidin-3-ylmethyl)piperazin-1-yl)phenyl)-N3-(2,6-dimethylphenyl)-1-methyl-1H-pyrazolo[3,4-d]pyrimidine-3,6-diamine